5-[[3-chloro-5-[4-[(2,6-difluorophenyl)methyl]-5-oxo-1,2,4-triazol-1-yl]-2-pyridyl]oxy]-4-methyl-thiazole-2-carbonitrile ClC=1C(=NC=C(C1)N1N=CN(C1=O)CC1=C(C=CC=C1F)F)OC1=C(N=C(S1)C#N)C